7-(difluoro(naphthalen-1-yl)methyl)-5-oxo-8-(3-(trifluoromethyl)phenyl)-1,2,3,5-tetrahydroimidazo[1,2-a]pyridine-3-carboxylic acid FC(C=1C(=C2N(C(C1)=O)C(CN2)C(=O)O)C2=CC(=CC=C2)C(F)(F)F)(C2=CC=CC1=CC=CC=C21)F